(1S,2S)-N-(6-(5-chloro-7-((cyanomethyl)amino)-6-fluoro-1H-indazol-4-yl)imidazo[1,2-a]pyridin-2-yl)-2-fluorocyclopropane-1-carboxamide ClC=1C(=C2C=NNC2=C(C1F)NCC#N)C=1C=CC=2N(C1)C=C(N2)NC(=O)[C@H]2[C@H](C2)F